COOP(=O)(OOC)C(C(=O)OC(C)(C)C)=[N+]=[N-] tert-butyl 2-(dimethoxyphosphono)-2-diazoacetate